P(=O)(OC)([O-])[O-] methyl phosphate